ClC1=CC(N(C1(O)C1=CC=C(C=C1)F)CC(C)C)=O 4-Chloro-5-(4-fluoro-phenyl)-5-hydroxy-1-isobutyl-1,5-dihydro-pyrrol-2-one